C(CCC)(C1=C(C=C(C(=C1)C(C)(C)C)O)C)C1=C(C=C(C(=C1)C(C)(C)C)O)C 4,4'-butylidenebis(6-t-butyl-3-methyl-phenol)